ClCCCCCC(C#C)=O 8-chloro-1-octyn-3-one